N-[1-[[[3-(trifluoromethoxymethyl)cyclobutanecarbonyl]amino]carbamoyl]-3-bicyclo[1.1.1]pentanyl]acetamide FC(OCC1CC(C1)C(=O)NNC(=O)C12CC(C1)(C2)NC(C)=O)(F)F